C1(CC1)N1C(=NC2=C1C=C(C=C2C)C2=CC=C(C=C2)CN2CCC(CC2)N2CCCC2)C2=CC=C(C=C2)S(=O)(=O)C 1-Cyclopropyl-4-methyl-2-(4-(methylsulfonyl)phenyl)-6-(4-((4-(pyrrolidin-1-yl)piperidin-1-yl)methyl)phenyl)-1H-benzo[d]imidazol